N-(4-fluoro-3-(trifluoromethyl)phenyl)-4-nitrobicyclo[4.2.0]oct-1(6),2,4-triene-3-carboxamide FC1=C(C=C(C=C1)NC(=O)C1=CC=2CCC2C=C1[N+](=O)[O-])C(F)(F)F